C(CCC)(=O)NC=1C=C2C(C(N(C2=CC1)CC1=CC=C(C(=O)NC(C)C)C=C1)=O)=O 4-((5-butyrylamino-2,3-diketoindol-1-yl)methyl)-N-isopropylbenzamide